carbonylchlorohydroxytrimethylphosphine C(=O)=CP(C(O)Cl)C